2-[3-bromo-4-(4-fluoro-2,6-dimethylphenoxy)phenyl]propan-2-ol BrC=1C=C(C=CC1OC1=C(C=C(C=C1C)F)C)C(C)(C)O